COCCC[Si](OC)(OC)OC γ-methyloxypropyltrimethoxysilane